cyclohexyl bromoformate BrC(=O)OC1CCCCC1